NCCNCCN(CCN(CCN)CCN)CCN N-[2-[(2-aminoethyl)amino]ethyl]-N,N',N'-tris(2-aminoethyl)-1,2-ethylenediamine